(2-piperazin-1-ylethyl)pyrrole-2,5-dione trifluoroacetate FC(C(=O)O)(F)F.N1(CCNCC1)CCC=1C(NC(C1)=O)=O